O-(2-methoxyethyl)cytidine COCCO[C@H]1[C@@H](O[C@@H]([C@H]1O)CO)N1C(=O)N=C(N)C=C1